N-[(1R)-2-[(3R)-3-aminopyrrolidin-1-yl]-1-methyl-2-oxo-ethyl]-4-[[3-[1-(cyanomethyl)-3-(trifluoromethyl)pyrazol-4-yl]imidazo[1,2-a]pyrazin-8-yl]amino]-2-methyl-benzamide formate C(=O)O.N[C@H]1CN(CC1)C([C@@H](C)NC(C1=C(C=C(C=C1)NC=1C=2N(C=CN1)C(=CN2)C=2C(=NN(C2)CC#N)C(F)(F)F)C)=O)=O